(tetrahydro-2H-pyran-4-yl)-1-((2-(trimethylsilyl)ethoxy)methyl)-1,5-dihydro-4H-pyrazolo[4,3-c]pyridin-4-one O1CCC(CC1)C1=NN(C2=C1C(NC=C2)=O)COCC[Si](C)(C)C